N-butylpyridinium perfluorobutanesulfonate salt FC(C(C(C(F)(F)F)(F)F)(F)F)(S(=O)(=O)[O-])F.C(CCC)[N+]1=CC=CC=C1